N-(4-methoxybenzyl)-6-(4,4,5,5-tetramethyl-1,3,2-dioxaborolan-2-yl)-2-(1-(2,4,4-trimethyl-pentan-2-yl)-1H-tetrazol-5-yl)hexan-2-amine COC1=CC=C(CNC(C)(CCCCB2OC(C(O2)(C)C)(C)C)C2=NN=NN2C(C)(CC(C)(C)C)C)C=C1